[2,4'-BI-1H-IMIDAZOLE]-5-CARBOXALDEHYDE N1C(=NC=C1C=O)C=1N=CNC1